C1(CC1)C1=C(C(=NO1)C1=C(C=CC=C1Cl)Cl)CCN1CCN(CC1)C1=CC=C(C(=O)O)C=C1 4-(4-(2-(5-cyclopropyl-3-(2,6-dichlorophenyl)isoxazol-4-yl)ethyl)piperazin-1-yl)benzoic acid